OC(CC1=C(C(=O)N)C=CC(=C1)Cl)C 2-hydroxypropyl-4-chlorobenzamide